C(=O)(OCC1C2=CC=CC=C2C2=CC=CC=C12)C1(CC=C(N)C=C1)CCCl p-Fmoc-4-(2-chloroethyl)aniline